(2-mercaptomethyl-4-phenyl-butyryl)-(5-tetrazol-1-ylmethyl-thiophen-2-YL)-acetic acid SCC(C(=O)C(C(=O)O)C=1SC(=CC1)CN1N=NN=C1)CCC1=CC=CC=C1